1-([1,2,4]triazolo[4,3-a]pyrazin-8-yl)-N-(3-bromophenyl)-N-(pyridin-2-ylmethyl)methylamine N=1N=CN2C1C(=NC=C2)CN(CC2=NC=CC=C2)C2=CC(=CC=C2)Br